ClC=1C=NC=CC1CNC(=O)C=1N=NC(=C(C1)C)N1CCC(CC1)OC1=CC(=CC=C1)C#N N-[(3-chloropyridin-4-yl)methyl]-6-[4-(3-cyanophenoxy)piperidin-1-yl]-5-methylpyridazine-3-carboxamide